C(=O)O.N1(C=NC=C1)C/C=C/C(=O)N1CC2=CC(=CC=C2CC1)OC1=CC=C(C=C1)C(F)(F)F (E)-4-(1H-imidazol-1-yl)-1-(7-(4-(trifluoromethyl)phenoxy)-3,4-dihydroisoquinolin-2(1H)-yl)but-2-en-1-one formic acid salt